CC1CC2=NN3C(CCCCC3)=C2C(N1C(=O)[O-])=O 3-methyl-1-oxo-3,4,8,9,10,11-hexahydro-1H-pyrido[4',3':3,4]pyrazolo[1,5-a]azepine-2(7H)-carboxylate